N-[(1S)-5-[2-(2-aminopyridin-3-yl)-7-cyclopropyl-5-(pyrazol-1-yl)imidazo[4,5-b]pyridin-3-yl]-2,3-dihydro-1H-inden-1-yl]-3-formyl-4-hydroxybenzamide NC1=NC=CC=C1C1=NC=2C(=NC(=CC2C2CC2)N2N=CC=C2)N1C=1C=C2CC[C@@H](C2=CC1)NC(C1=CC(=C(C=C1)O)C=O)=O